2,6-bis(4-dimethylaminobenzal)cyclohexanone CN(C1=CC=C(C=C2C(C(CCC2)=CC2=CC=C(C=C2)N(C)C)=O)C=C1)C